N[C@@H](CCC(=O)O)C(=O)O |r| D,L-glutamic acid